2-toluenesulfonic acid CC=1C(=CC=CC1)S(=O)(=O)O